ClCCCCCC(C)(C)C 1-chloro-6,6-dimethylheptane